4-methylcoumarin CC1=CC(OC2=CC=CC=C12)=O